Dioxolone C1=COOC1=O